1,3-dimethylpyrazine CN1CC(=NC=C1)C